C/C=C(\\C)/C(=O)O[C@@H]1CC[C@@]([C@]2([C@H]1[C@@]([C@@H](C[C@@H]2OC(=O)C)C)(C)C[C@@H](C3=CC(=O)OC3)OC(=O)C)COC(=O)C)(CCl)O The molecule is a diterpene lactone isolated from the whole plants of Ajuga ciliata. It has a role as a neuroprotective agent and a plant metabolite. It is a diterpene lactone, an acetate ester, a butenolide, a carbobicyclic compound, an organochlorine compound and a tertiary alcohol. It derives from a tiglic acid.